7-carbonyl-1,6-diazabicyclo[3.2.1]octane C(=O)=C1NC2CCCN1C2